CC(CCNC(CC)=O)C N-(3-methylbutyl)propionamide